monohydrazinium trifluoroacetate salt FC(C(=O)[O-])(F)F.[NH3+]N